3-trifluoromethoxyphenyl-piperidine-4-carbonitrile FC(OC=1C=C(C=CC1)N1CCC(CC1)C#N)(F)F